pyrrolyltrimethyl-silane N1C(=CC=C1)[Si](C)(C)C